4-(5-(difluoromethyl)-1,3,4-thiadiazol-2-yl)-N-(4-(1-(2,2,2-trifluoroethyl)-1H-pyrazol-4-yl)quinolin-8-yl)benzamide FC(C1=NN=C(S1)C1=CC=C(C(=O)NC=2C=CC=C3C(=CC=NC23)C=2C=NN(C2)CC(F)(F)F)C=C1)F